ClC=1SC(=C(N1)C)C=1NC(C=C(N1)C1CCOCC1)=O 2-(2-chloro-4-methyl-thiazol-5-yl)-4-tetrahydropyran-4-yl-1H-pyrimidin-6-one